8-((2-chlorophenyl)thio)-[1,2,4]triazolo[4,3-c]pyrimidin ClC1=C(C=CC=C1)SC=1C=2N(C=NC1)C=NN2